3,3-dimethyl-1-(methylsulfonyl)piperidin-4-amine CC1(CN(CCC1N)S(=O)(=O)C)C